(S)-3-(4-(benzyloxy)benzyl)-1,4,7,10-tetraazacyclododecane-2,6-dione C(C1=CC=CC=C1)OC1=CC=C(C[C@H]2C(NCCNCCNC(CN2)=O)=O)C=C1